2,6-Nonadienol C(C=CCCC=CCC)O